5-Bromo-4-(hydroxymethyl)-1-methylpyridin-2(1H)-one BrC=1C(=CC(N(C1)C)=O)CO